C1(CC1)C(=O)NC1=NC=CC(=C1)C=1SC(=CN1)C(=O)NC 2-(2-(cyclopropanecarboxamido)pyridin-4-yl)-N-methylthiazole-5-carboxamide